CC1(C=CC=C2C1=NC(O2)=O)C 4,4-dimethyl-1,4-dihydrobenzoxazole-2-one